O1CCC(=CC1)C=1N=C(SC1C)N 4-(3,6-dihydro-2H-pyran-4-yl)-5-methylthiazol-2-amine